FC1=C(C(=CC(=C1)C=1C2=C(C(N(C1)C)=O)N(N=C2)CC2=CC=C(C=C2)OC)OC)CC2CCN(CC2)C(=O)NC2CCNCC2 4-[[2-fluoro-6-methoxy-4-[1-[(4-methoxyphenyl)methyl]-6-methyl-7-oxo-pyrazolo[3,4-c]pyridin-4-yl]phenyl]methyl]-N-(4-piperidinyl)piperidine-1-carboxamide